BrCC1=CC=C(C=C1)S(=O)(=O)Cl 4-(bromomethyl)benzene-1-sulfonyl chloride